6-chloro-1-(4-fluoro-2-methylphenyl)-3-(6-methoxy-2-methylpyridin-3-yl)-4-oxo-1,2,3,4-tetrahydropyrido[2,3-d]pyrimidine-7-carbonitrile ClC1=CC2=C(N(CN(C2=O)C=2C(=NC(=CC2)OC)C)C2=C(C=C(C=C2)F)C)N=C1C#N